ClC1=CC(=C(C=C1)O)C=NC1=CC(=CC(=C1)Cl)Cl 4-chloro-2-((3,5-dichlorophenylimino)-methyl)phenol